4-(1-((5-chloro-1-methyl-1H-pyrazol-4-yl)sulfonyl)piperidin-4-yl)-3-methylpyridine ClC1=C(C=NN1C)S(=O)(=O)N1CCC(CC1)C1=C(C=NC=C1)C